sodium (2-chloro-1,3-thiazol-4-yl) (difluoro)acetate FC(C(=O)OC=1N=C(SC1)Cl)F.[Na]